OC1=CC=C(CCN2C[C@H]3N(C([C@@H](N(C3)C(CCC(C)C)=O)CC(C)C)=O)[C@H](C2=O)CC(C)C)C=C1 (3S,6S,9aR)-8-(4-hydroxyphenethyl)-3,6-diisobutyl-2-(4-methylpentanoyl)hexahydro-4H-pyrazino[1,2-a]pyrazine-4,7(6H)-dione